C1(CC1)N1C=C(C(C2=CC(=C(C(=C12)OC)N1CC(NCC1)C)F)=O)C(C=CC1=CC=CC=C1)=O 1-cyclopropyl-6-fluoro-7-(3-methylpiperazin-1-yl)-3-cinnamoyl-8-methoxyquinolin-4(1H)-one